C(C)(=O)C1(O)C([C@](O)([C@H](O1)C(O)C(C)=O)C(C)=O)(F)F 1,3,5-triacetyl-2-deoxy-2,2-difluoro-D-ribofuranose